N-(1-methyl-1H-tetrazol-5-yl)-2-(((3-methyl-2-oxooxazolidin-4-yl)methoxy)methyl)-6-(trifluoromethyl)nicotinamide CN1N=NN=C1NC(C1=C(N=C(C=C1)C(F)(F)F)COCC1N(C(OC1)=O)C)=O